CN1C[C@H](CC[C@H]1C(F)(F)F)N1CCC(CC1)C(=O)N ((3S,6S)-1-methyl-6-(trifluoromethyl)piperidin-3-yl)piperidine-4-carboxamide